{1-[4-Amino-1-(tetrahydro-pyran-2-yl)-1H-pyrazol-3-yl]-ethyl}-[1-(2-difluoromethyl-6-fluoro-phenyl)-piperidin-4-yl]-amine NC=1C(=NN(C1)C1OCCCC1)C(C)NC1CCN(CC1)C1=C(C=CC=C1F)C(F)F